SCC1(SSCCC1)CS bis(mercaptomethyl)dithian